BrC1=NN=C(S1)OC1=CC=CC=C1 4-((5-bromo-1,3,4-thiadiazol-2-yl)oxy)benzene